cobalt manganese bromide salt [Br-].[Mn+2].[Co+2].[Br-].[Br-].[Br-]